1,3-dicyclohexyl-(methyl)cyclohexane C1(CCCCC1)C1(CC(CCC1)C1CCCCC1)C